1-(4-((1-cyclobutylpiperidin-4-yl)oxy)phenyl)-3-(2-(4-hydroxypiperidin-1-yl)ethyl)urea C1(CCC1)N1CCC(CC1)OC1=CC=C(C=C1)NC(=O)NCCN1CCC(CC1)O